N-(2-amino-2-carboxyethyl)-L-glutamate NC(CN[C@@H](CCC(=O)[O-])C(=O)[O-])C(=O)O